OC1=C2C(C=C(OC2=CC(=C1)OC1=NC(=NC(=C1)Cl)C)C1=CC=CC=C1)=O 5-Hydroxy-2-phenyl-7-((6-chloro-2-methylpyrimidin-4-yl)oxy)-4H-chromen-4-one